C12C(CC(C=C1)C2)O[Si](C)(C)C(C)(C)C (bicyclo[2.2.1]hept-5-en-2-yloxy)(tert-butyl)dimethylsilane